ClC1=C(C=CC=C1)[C@H](CC)N1N=CC(=C1)C(F)(F)F (1S,2R)-1-(2-chlorophenyl)-1-(4-(trifluoromethyl)-1H-pyrazol-1-yl)propan